ClC=1C=C(C(=O)NC2=C(C(=C(C=C2)F)C(=O)C=2C=C3N=C(C=NC3=CC2)N2CCOCC2)F)C=CC1F 3-chloro-N-(2,4-difluoro-3-(3-morpholinoquinoxaline-6-carbonyl)phenyl)-4-fluorobenzamide